CS(=O)(=O)OCCCC1=CC=2N(C=C1F)C=NN2 3-(6-fluoro-[1,2,4]triazolo[4,3-a]pyridin-7-yl)propyl methanesulfonate